BrC1=C(C(=CC(=C1)C(C)(C)CC)F)OC 1-bromo-3-fluoro-2-methoxy-5-(tert-pentyl)benzene